N1(N=CN=C1)C1=CC=C(C=C1)C(C)NC(C)=O N-{1-[4-(1H-1,2,4-triazol-1-yl)phenyl]ethyl}acetamide